BrC1=NC=NN1 5-bromo-1H-1,2,4-triazole